Ethyl (R,Z)-3-((3-butyl-2-methyl-7-(methylthio)-1,1-dioxido-2,3,4,5-tetrahydrobenzo[f][1,2,5]thiadiazepin-8-yl)oxy)-2-fluoroacrylate C(CCC)[C@H]1N(S(C2=C(NC1)C=C(C(=C2)O\C=C(\C(=O)OCC)/F)SC)(=O)=O)C